F[B-](F)(F)F.C(C)(C)(C)C1=C(C=C(C=C1)C(C)(C)C)[N+]=1C(CC(C1)(C)C1=CC=C(C=C1)CC(C)C)(C)C 1-(2,5-di-tert-butylphenyl)-4-(4-isobutylphenyl)-2,2,4-trimethyl-3,4-dihydro-2H-pyrrol-1-ium tetra-fluoroborate